CC1=C(C=CC(=C1)C)C1=NC(=NC(=N1)C1=C(C=C(C=C1)C)C)C1=C(C=C(C=C1)CCCCCCCC)O 2-(4,6-bis(2,4-dimethylphenyl)-1,3,5-triazin-2-yl)-5-octylphenol